5,7-dimethoxy-4-oxo-2-(3,4,5-trimethoxyphenyl)-4H-chromen-3-yl 4-chlorobenzenesulfonate ClC1=CC=C(C=C1)S(=O)(=O)OC1=C(OC2=CC(=CC(=C2C1=O)OC)OC)C1=CC(=C(C(=C1)OC)OC)OC